OCC(=O)O hydroxyAcetic acid